O([C@H]1[C@H](O)[C@@H](O)[C@H](O)[C@H](O1)CO)C1=CNC2=CC=C(C(=C12)Br)OCC(=O)OC 4-Bromo-5-(methoxycarbonyl)methoxy-1H-indol-3-yl β-D-glucopyranoside